3-(4-(4-amino-3-(4-phenoxyphenyl)-1H-pyrazolo[3,4-d]pyrimidin-1-yl)-3-fluoropiperidin-1-yl)azetidine-1-carboxylate NC1=C2C(=NC=N1)N(N=C2C2=CC=C(C=C2)OC2=CC=CC=C2)C2C(CN(CC2)C2CN(C2)C(=O)[O-])F